C(=C)(C)[C@H](CC=O)CCC=C (S)-3-isopropenyl-6-heptenal